tetratriacontan-1-yl nervonate C(CCCCCCCCCCCCC\C=C/CCCCCCCC)(=O)OCCCCCCCCCCCCCCCCCCCCCCCCCCCCCCCCCC